tert-butyl 3-(2-ethyl-4-((3-iodoimidazo[1,2-a]pyrazin-8-yl)amino)benzamido)propanoate C(C)C1=C(C(=O)NCCC(=O)OC(C)(C)C)C=CC(=C1)NC=1C=2N(C=CN1)C(=CN2)I